silicon boron nitrogen oxide [N]=O.[B].[Si]